BrC1=CN=C(S1)N1CC2(CN(C2)C(=O)OC(C)(C)C)C1 tert-butyl 6-(5-bromothiazol-2-yl)-2,6-diazaspiro[3.3]heptane-2-carboxylate